Quinazoline nitrogen [N].N1=CN=CC2=CC=CC=C12